(S)-5-(3-cyano-4-((8-methyl-6-oxo-7-(trifluoromethyl)-5,6-dihydro-1,5-naphthyridin-3-yl)methyl)piperazin-1-yl)-N-methylpicolinamide C(#N)[C@@H]1CN(CCN1CC=1C=NC=2C(=C(C(NC2C1)=O)C(F)(F)F)C)C=1C=CC(=NC1)C(=O)NC